9-anthracenyl-(phenyl)methanone C1=CC=CC2=CC3=CC=CC=C3C(=C12)C(=O)C1=CC=CC=C1